aluminum lithium salt [Li].[Al]